(2S,3S,4S,5R)-6-((4-((1S,3S,5R)-3-ethoxy-8-((5-methoxy-7-methyl-1H-indole-4-yl)methyl)-8-azabicyclo[3.2.1]octan-1-yl)benzoyl)oxy)-3,4,5-trihydroxytetrahydro-2H-pyran C(C)O[C@@H]1C[C@@]2(CC[C@H](C1)N2CC2=C1C=CNC1=C(C=C2OC)C)C2=CC=C(C(=O)OC1[C@@H]([C@H]([C@H](CO1)O)O)O)C=C2